C(C)(C)(C)OC(=O)N[C@H](CC1=C(C=2N=NC=C(C2S1)N(C(OC(C)(C)C)=O)CC=1SC=CC1)C)CO[Si](C)(C)C(C)(C)C tert-butyl N-{6-[(2R)-2-[(tert-butoxycarbonyl)amino]-3-[(tert-butyldimethylsilyl)oxy] propyl]-7-methylthieno[3,2-c]pyridazin-4-yl}-N-(thiophen-2-ylmethyl)carbamate